1-((4-(naphthalen-2-yl)phenyl)sulfonyl)piperazine C1=C(C=CC2=CC=CC=C12)C1=CC=C(C=C1)S(=O)(=O)N1CCNCC1